ClC1=CC=C(S1)C1=CC=C2C(=CNC2=C1)S(=O)(=O)NC1=C(C=C(C=C1)C#N)F 6-(5-chlorothien-2-yl)-N-(4-cyano-2-fluorophenyl)-1H-indole-3-sulfonamide